1-(3-chloropyrazin-2-yl)ethylammonium ClC=1C(=NC=CN1)C(C)[NH3+]